Toluoyl-pyridineacetic acid C=1(C(=CC=CC1)C(=O)C=1C(=NC=CC1)CC(=O)O)C